FC1=C(C=C2C=NN(C2=C1)C=1C=C(SC1)C(=O)NC)NC1=C(C=CC=C1)OC 4-(6-fluoro-5-((2-methoxyphenyl)amino)-1H-indazol-1-yl)-N-methylthiophene-2-carboxamide